BrC=1C=C(C=CC1)C1(CCCC1)C1=NN=CN1C 3-(1-(3-bromophenyl)cyclopentyl)-4-methyl-4H-1,2,4-triazole